4H,6H-benzo[5,6]oxepino[3,4-c][1,2,5]thiadiazol-4-one N1=C2C(=NS1)C(OCC1=C2C=CC=C1)=O